C(=C)C1=C(C=CC=C1)[SiH2]C1=C(C=CC=C1)C=C di(2-vinylphenyl)silane